BrC1=CC=C2C(=NC(=NC2=C1)OC[C@H]1N(CCC1)C)N1C[C@@H](N(CC1)C(=O)OC(C)(C)C)CC#N tert-butyl (S)-4-(7-bromo-2-(((S)-1-methylpyrrolidin-2-yl)methoxy)quinazolin-4-yl)-2-(cyanomethyl)piperazine-1-carboxylate